FC=1C=C2C=CC(=CC2=CC1)C(=O)NC=1C=CC=2N(C1)C=C(N2)[C@@H]2N(CCC2)C |o1:23| rel-6-fluoro-N-{2-[(2R)-1-methylpyrrolidin-2-yl]imidazo[1,2-a]pyridin-6-yl}naphthalene-2-carboxamide